3-(4-bromo-1-naphthalenyl)-5-(3,5-dichloro-4-fluorophenyl)-4,5-dihydro-5-(trifluoromethyl)isoxazole BrC1=CC=C(C2=CC=CC=C12)C1=NOC(C1)(C(F)(F)F)C1=CC(=C(C(=C1)Cl)F)Cl